Ethylenglycol ethylmethyl ether C(C)COCCO